ClC=1C(=NC=CC1C1=NN(C2=NC(=CN=C21)N2CCC1([C@@H]([C@@H](OC1)C)NC(OC(C)(C)C)=O)CC2)C2OCCCC2)F tert-butyl (3S,4S)-8-(3-(3-chloro-2-fluoropyridin-4-yl)-1-(tetrahydro-2H-pyran-2-yl)-1H-pyrazolo[3,4-b]pyrazin-6-yl)-3-methyl-2-oxa-8-azaspiro[4.5]decan-4-ylcarbamate